(6,7-Dichloro-3-(1-(tetrahydro-2H-pyran-2-yl)-1H-pyrazol-4-yl)-1-(1-((trimethyl-silyl)methyl)-1H-1,2,3-triazol-4-yl)-1H-indol-2-yl)methanol ClC1=CC=C2C(=C(N(C2=C1Cl)C=1N=NN(C1)C[Si](C)(C)C)CO)C=1C=NN(C1)C1OCCCC1